(1-(5-bromoquinoxalin-6-yl)-1H-imidazol-4-yl)-N-((3R,4S)-3-methyl-1-(methylsulfonyl)piperidin-4-yl)-5-(trifluoromethyl)pyrimidin-2-amine BrC1=C2N=CC=NC2=CC=C1N1C=NC(=C1)C1=NC(=NC=C1C(F)(F)F)N[C@@H]1[C@@H](CN(CC1)S(=O)(=O)C)C